Ethyl (Z)-2-cyano-3-ethoxypent-2-enoate C(#N)/C(/C(=O)OCC)=C(\CC)/OCC